5-((6-(3-chloro-4-(trifluoromethyl)phenyl)pyridin-2-yl)oxy)-2-fluorophenol ClC=1C=C(C=CC1C(F)(F)F)C1=CC=CC(=N1)OC=1C=CC(=C(C1)O)F